bis[3-(triethoxysilyl)propyl]Amine C(C)O[Si](CCCNCCC[Si](OCC)(OCC)OCC)(OCC)OCC